(E)-N-hydroxy-3-(2-(4-(1-(pyridin-3-yl)cyclopropane-1-carbonyl)piperazin-1-yl)phenyl)acrylamide ONC(\C=C\C1=C(C=CC=C1)N1CCN(CC1)C(=O)C1(CC1)C=1C=NC=CC1)=O